(S)-3-methoxy-N-(6-(5-methyl-6,7-dihydro-5H-pyrrolo[2,1-c][1,2,4]triazol-3-yl)pyridin-2-yl)-1-(4-(trifluoromethyl)pyridin-2-yl)-1H-pyrazole-4-carboxamide COC1=NN(C=C1C(=O)NC1=NC(=CC=C1)C=1N2C(=NN1)CC[C@@H]2C)C2=NC=CC(=C2)C(F)(F)F